(E)-4-(dimethylamino)-N-(2-((2-(dimethylamino)ethyl)(methyl)amino)-4-methoxy-5-((4-(1-methylimidazo[1,5-a]pyridin-3-yl)pyrimidin-2-yl)amino)phenyl)but-2-enamide CN(C/C=C/C(=O)NC1=C(C=C(C(=C1)NC1=NC=CC(=N1)C1=NC(=C2N1C=CC=C2)C)OC)N(C)CCN(C)C)C